2-[1-(Isopropylsulfonyl)azetidine-3-ylidene]acetonitrile C(C)(C)S(=O)(=O)N1CC(C1)=CC#N